COC1=C(C=CC(=C1)OC)C=1C=C(C=C2C=NC(=NC12)NC)C 8-(2,4-Dimethoxyphenyl)-N,6-dimethylquinazolin-2-amine